D-(-)-glucose O=C[C@H](O)[C@@H](O)[C@H](O)[C@H](O)CO